p-(prop-2-ynyl)-tyrosine C(C#C)C1(CC=C(C[C@H](N)C(=O)O)C=C1)O